2-([1-[(2-Ethoxyphenyl)methyl]-5-(1-methyl-1H-indazol-6-yl)-1H-pyrazol-3-yl]methoxy)-2-methylpropanoic acid C(C)OC1=C(C=CC=C1)CN1N=C(C=C1C1=CC=C2C=NN(C2=C1)C)COC(C(=O)O)(C)C